2-amino-4-methoxy-pyrimidine NC1=NC=CC(=N1)OC